C(COCCOC=1C=C(C=CC1)CC(=O)O)OCCOC=1C=C(C=CC1)CC(=O)O 2,2'-((((ethane-1,2-diylbis(oxy))bis(ethane-2,1-diyl))bis(oxy))bis(3,1-phenylene))Diacetic acid